6-[(4-azido-2-nitrophenyl)amino]hexanoic acid sulfosuccinimidate S(=O)(=O)(O)C(C(O)=N)CC(O)=N.N(=[N+]=[N-])C1=CC(=C(C=C1)NCCCCCC(=O)O)[N+](=O)[O-]